NC1=C(C=C(C=C1)[N+](=O)[O-])C=1C(N(C2=CC=CC=C2N1)CC1=CC=CC=C1)=O 3-(2-amino-5-nitrophenyl)-1-benzylquinoxalin-2(1H)-one